4-((4,6-bis((3-(ditetradecylamino)propyl)amino)-1,3,5-triazin-2-yl)amino)butan-1-ol C(CCCCCCCCCCCCC)N(CCCNC1=NC(=NC(=N1)NCCCN(CCCCCCCCCCCCCC)CCCCCCCCCCCCCC)NCCCCO)CCCCCCCCCCCCCC